CC1=CC=C(C=C1)S(=O)(=O)NCCC(=O)O N-(p-toluenesulfonyl)-beta-alanine